COC1=CC=C(C=C1)S(=O)(C)=NC1=C(C=CC=C1)C#CC=1C=CC(=NC1)C(=O)OC methyl 5-[2-(2-{[(4-methoxyphenyl)(methyl)oxo-λ6-sulfanylidene]amino}phenyl)ethynyl]pyridine-2-carboxylate